C(C)(C)(C)OC(=O)N1CC2(C[C@H]1C(N[C@H](C(=O)N)C[C@H]1C(NCC1)=O)=O)OCCCC2 (3S)-3-(((S)-1-amino-1-oxo-3-((S)-2-oxopyrrolidin-3-yl)propan-2-yl)carbamoyl)-6-oxa-2-azaspiro[4.5]decane-2-carboxylic acid tert-butyl ester